4-(5-(cyclopropylsulfonyl)-2-((1-methylpiperidin-4-yl)amino)phenyl)-2,6-lutidine 1-oxide C1(CC1)S(=O)(=O)C=1C=CC(=C(C1)C=1C=C([N+](=C(C1)C)[O-])C)NC1CCN(CC1)C